ClC1=C(C=CC=2OCOC21)C=2C=C1C(=NC2)N(N=C1NC(C(C)(C)C)=O)CC(C)OC N-(5-(4-chlorobenzo[d][1,3]dioxol-5-yl)-1-(2-methoxypropyl)-1H-pyrazolo[3,4-b]pyridin-3-yl)pivalamide